C12CCCC2C(C1)C[C@@H](C)NC(OC(C)(C)C)=O tert-Butyl ((2R)-1-(bicyclo[3.2.0]heptan-6-yl)propan-2-yl)carbamate